C(C=C)OC1=CC=C(C=C1)CCCCO 4-(4-(allyloxy)phenyl)butan-1-ol